O=C1NC(CCC1N1C2=C(C3=CC=CC=C13)C(=CC=N2)C#CCOC2CCN(CC2)C(=O)OC(C)(C)C)=O Tert-butyl 4-[3-[9-(2,6-dioxo-3-piperidyl)pyrido[2,3-b]indol-4-yl]prop-2-ynoxy]piperidine-1-carboxylate